Cl.OC1=C2C(C=C(OC2=C(C(=C1)OCCCCN1CCCC1)OC)C1=CC=CC=C1)=O 5-hydroxy-7-(4-tetrahydropyrrole-1-yl)butoxy-8-methoxyflavone hydrochloride